ethyl (S)-8-(2-chloro-5-fluorophenyl)-1-(3-fluoro-5-(trifluoromethyl)benzamido)-5-methylene-6-oxo-5,6,7,8-tetrahydroimidazo[1,5-a]pyrazine-3-carboxylate ClC1=C(C=C(C=C1)F)[C@H]1C=2N(C(C(N1)=O)=C)C(=NC2NC(C2=CC(=CC(=C2)C(F)(F)F)F)=O)C(=O)OCC